(1-(p-tolyl)vinyl)acetamide Magnesium stearat C(CCCCCCCCCCCCCCCCC)(=O)[O-].[Mg+2].C1(=CC=C(C=C1)C(=C)CC(=O)N)C.C(CCCCCCCCCCCCCCCCC)(=O)[O-]